FC(C1=NC=CC(=C1)OCC1=NC2=C(N1)C=CC(=C2)N)(F)F 2-(((2-(trifluoromethyl)pyridin-4-yl)oxy)methyl)-1H-benzo[d]imidazol-5-amine